1,5-bis(9-ethyl-9H-carbazol-3-yl)penta-1,4-dien-3-one C(C)N1C2=CC=CC=C2C=2C=C(C=CC12)C=CC(C=CC=1C=CC=2N(C3=CC=CC=C3C2C1)CC)=O